diamino-4,4'-azofurazan NC1=NON=C1N=NC=1C(=NON1)N